C1(CCCCC1)=N N-Cyclohexylideneamine